7-(1,3-dioxoisoindolin-2-yl)heptanoic acid O=C1N(C(C2=CC=CC=C12)=O)CCCCCCC(=O)O